4-(2-(DIMETHYLAMINO)ETHOXY)ANILINE CN(CCOC1=CC=C(N)C=C1)C